BrC=1C=C(C(=NC1)[N+](=O)[O-])O[C@H](C)C1=C(C=C(C=C1)F)C=1C(=NN(N1)C)CC1=NN2C(OC(C2)(C)C)=C1 (R)-6-((5-(2-(1-((5-bromo-2-nitropyridin-3-yl)oxy)ethyl)-5-fluorophenyl)-2-methyl-2H-1,2,3-triazol-4-yl)methyl)-2,2-dimethyl-2,3-dihydropyrazolo[5,1-b]oxazole